4-({2-[(4-{13-chloro-8-ethyl-4-methyl-9-oxo-6,8,10-triazatricyclo[9.4.0.02,7]pentadeca-1(11),2(7),3,5,12,14-hexaen-10-yl}-3,5-difluorophenyl)amino]ethyl}amino)butanoic acid ClC1=CC=2N(C(N(C=3N=CC(=CC3C2C=C1)C)CC)=O)C1=C(C=C(C=C1F)NCCNCCCC(=O)O)F